(S)-2-(4-bromo-2-(cyclobutyl-difluoromethyl)phenoxy)propionic acid BrC1=CC(=C(O[C@H](C(=O)O)C)C=C1)C(F)(F)C1CCC1